methyl 2-(7-fluoro-2H-benzopyran-4-yl)-4-(trifluoromethyl)benzoate FC1=CC2=C(C(=CCO2)C2=C(C(=O)OC)C=CC(=C2)C(F)(F)F)C=C1